l-alanine (S)-tetrahydrofuran-3-yl ester hydrochloride Cl.O1C[C@H](CC1)OC([C@@H](N)C)=O